(R)-N-(1-ethyl-5-(6-(2-fluoro-3,5-dimethoxyphenyl)-4,5,6,7-tetrahydro-1H-indazol-3-yl)-1H-pyrazol-4-yl)acrylamide C(C)N1N=CC(=C1C1=NNC=2C[C@@H](CCC12)C1=C(C(=CC(=C1)OC)OC)F)NC(C=C)=O